(S)-3-(1-amino-1,3-dihydrospiro[indene-2,4'-piperidin]-1'-yl)-6-((2-amino-3-chloropyridin-4-yl)thio)pyrazin-2(1H)-one N[C@@H]1C2=CC=CC=C2CC12CCN(CC2)C=2C(NC(=CN2)SC2=C(C(=NC=C2)N)Cl)=O